[Mo].[Co].[Pt] Platinum cobalt molybdenum